N-(4-(7-([1,2,4]triazolo[1,5-a]pyridin-2-yl)-3-amino-1H-pyrazolo[4,3-c]pyridin-4-yl)benzyl)-5-fluoro-2-methoxybenzamide N=1C(=NN2C1C=CC=C2)C=2C1=C(C(=NC2)C2=CC=C(CNC(C3=C(C=CC(=C3)F)OC)=O)C=C2)C(=NN1)N